C[C@@]12C(=O)CC[C@H]1[C@@H]1CCC3=CC(=O)CC[C@]3(C)[C@H]1CC2 anti-androstenedione